3-butyl-3-ethyl-8-hydroxy-2-(4-methoxybenzyl)-7-(methylsulfonyl)-5-phenyl-2,3,4,5-tetrahydro-1,2,5-benzothiadiazepine 1,1-dioxide C(CCC)C1(N(S(C2=C(N(C1)C1=CC=CC=C1)C=C(C(=C2)O)S(=O)(=O)C)(=O)=O)CC2=CC=C(C=C2)OC)CC